ethyl 5-hydroxy-4-iodo-6-methoxybenzo[b]thiophene-2-carboxylate OC1=C(C2=C(SC(=C2)C(=O)OCC)C=C1OC)I